5-(2-pyridinyl)-1H-imidazol N1=C(C=CC=C1)C1=CN=CN1